C(C)(C)(C)OC(=O)NC/C(/COC=1C=C2CCN(C(C2=CC1)=O)CC(=O)O)=C/F 2-[6-[(Z)-2-[(tert-butyloxycarbonylamino)methyl]-3-fluoro-allyloxy]-1-oxo-3,4-dihydroisoquinolin-2-yl]acetic acid